((6-(((3S,6S,9aS)-3-(3-(4-ethylpyridin-3-yl)azetidine-1-carbonyl)-5-oxooctahydro-1H-pyrrolo[1,2-a]azepin-6-yl)carbamoyl)benzo[b]thiophen-2-yl)methyl)phosphonic acid C(C)C1=C(C=NC=C1)C1CN(C1)C(=O)[C@@H]1CC[C@H]2N1C([C@H](CCC2)NC(=O)C=2C=CC1=C(SC(=C1)CP(O)(O)=O)C2)=O